(S)-4-benzyl-3-((S)-6-(1-benzyl-1H-pyrazole-4-carbonyl)-2-(1-(trifluoromethyl)cyclopropane-1-carbonyl)-2,6-diazaspiro[3.4]octane-8-carbonyl)oxazolidin-2-one C(C1=CC=CC=C1)[C@@H]1N(C(OC1)=O)C(=O)[C@@H]1CN(CC12CN(C2)C(=O)C2(CC2)C(F)(F)F)C(=O)C=2C=NN(C2)CC2=CC=CC=C2